(1s,3r)-3-acetamido-N-(4-(6,6-dimethyl-6,7-dihydro-5H-pyrrolo[1,2-a]imidazol-3-yl)-5-fluoropyridin-2-yl)cyclohexanecarboxamide C(C)(=O)N[C@H]1C[C@H](CCC1)C(=O)NC1=NC=C(C(=C1)C1=CN=C2N1CC(C2)(C)C)F